3-((3-butyl-5-(4-fluorophenyl)-7-(methylsulfanyl)-1,1-dioxo-2,3,4,5-tetrahydro-1,5-benzothiazepin-8-yl)oxy)-2,2-dimethylpropionic acid C(CCC)C1CS(C2=C(N(C1)C1=CC=C(C=C1)F)C=C(C(=C2)OCC(C(=O)O)(C)C)SC)(=O)=O